F[C@@]12[C@]3(C=CC(C=C3CC[C@H]1[C@@H]1C[C@@H]([C@](C(CO)=O)([C@]1(C[C@@H]2O)C)O)C)=O)C 9α-fluoro-11β,17,21-trihydroxy-16β-methylpregna-1,4-diene-3,20-dione